CC1=C(C2=C(N=C(S2)C2=CC=C(C=C2)NN=NC2=CC=C(C=C2)C=2SC3=C(N2)C=CC(=C3S(=O)(=O)[O-])C)C=C1)S(=O)(=O)[O-].[Na+].[Na+] disodium 6-methyl-2-[4-[2-[4-(6-methyl-7-sulfonato-1,3-benzothiazol-2-yl)phenyl]iminohydrazinyl]phenyl]-1,3-benzothiazole-7-sulfonate